N-(1-{4-[2-(2-aminopyridin-3-yl)-5-phenylimidazo[4,5-b]pyridin-3-yl]phenyl}ethyl)-2-(4-formyl-3-hydroxyphenyl)acetamide NC1=NC=CC=C1C1=NC=2C(=NC(=CC2)C2=CC=CC=C2)N1C1=CC=C(C=C1)C(C)NC(CC1=CC(=C(C=C1)C=O)O)=O